N-(5-(2-hydroxyethyl)-4-methylthiazol-2-yl)2-methylnicotinamide OCCC1=C(N=C(S1)NC(C1=C(N=CC=C1)C)=O)C